3-fluoro-1-phenyl-2-(phenylethynyl)-1H-pyrrole FC1=C(N(C=C1)C1=CC=CC=C1)C#CC1=CC=CC=C1